6-methyl-anthranilaldehyde CC=1C=CC=C(C1C=O)N